bis(3-methylcyclohexyl)piperidinium CC1CC(CCC1)[N+]1(CCCCC1)C1CC(CCC1)C